[3,4-Bis(acetyloxy)-5-acetamido-6-[4-(3-phenylprop-2-enoyl)phenoxy]oxan-2-yl]methyl acetate C(C)(=O)OCC1OC(C(C(C1OC(C)=O)OC(C)=O)NC(C)=O)OC1=CC=C(C=C1)C(C=CC1=CC=CC=C1)=O